thio-bis(4-t-octylphenolate) S(C1=C(C=CC(=C1)C(C)(C)CC(C)(C)C)[O-])C1=C(C=CC(=C1)C(C)(C)CC(C)(C)C)[O-]